ClC1=C(C(=C(C=C1OC)OC)Cl)C=1C(N(C2=CC(=NC=C2C1)C=1C=NN(C1)C)CC)=O (2,6-dichloro-3,5-dimethoxyphenyl)-1-ethyl-7-(1-methyl-1H-pyrazol-4-yl)-1,6-naphthyridin-2(1H)-one